ClC=1C(=NC(=NC1)C(=O)N[C@@H]1C(N(C2=C(OC1)C=C(C=N2)Cl)C)=O)N2N=C(C=C2)C (S)-5-chloro-N-(8-chloro-5-methyl-4-oxo-2,3,4,5-tetrahydropyrido[3,2-b]-[1,4]oxazepin-3-yl)-4-(3-methyl-1H-pyrazol-1-yl)-pyrimidine-2-carboxamide